[Na].ClC1=C(OCC(=O)O)C=CC(=C1)Cl 2,4-dichlorophenoxyacetic acid sodium